racemic-2,3-dihydrothiazolo[3,2-a]pyrimidinium S1CC[N+]2=C1N=CC=C2